BrC1=CC=C2C(=C(C(N(C2=C1)C)=O)C#N)N1CCC(CC1)OC1=CC=C(C=C1)C(F)(F)F 7-bromo-1-methyl-2-oxo-4-{4-[4-(trifluoromethyl)phenoxy]piperidin-1-yl}-1,2-dihydro-quinoline-3-carbonitrile